NC=1C=C(C=C2C=C(N=CC12)NC(=O)[C@H]1[C@@H](C1)C#N)C=1C=NN(C1C(C)C)C trans-N-[8-amino-6-(5-isopropyl-1-methyl-pyrazol-4-yl)-3-isoquinolyl]-2-cyano-cyclopropane-1-carboxamide